(S)-N-((S)-1-Amino-1-oxo-3-((S)-2-oxopyrrolidin-3-yl)propan-2-yl)-4-(7-chloro-1H-indole-2-carbonyl)morpholine-3-carboxamide NC([C@H](C[C@H]1C(NCC1)=O)NC(=O)[C@H]1N(CCOC1)C(=O)C=1NC2=C(C=CC=C2C1)Cl)=O